6,7-difluoro-1-methyl-5-[5-[2-(1-methylpyrazol-4-yl)ethynyl]-3,4-dihydro-2H-quinolin-1-yl]-[1,2,4]triazolo[4,3-a]quinazoline FC1=C2C(=NC=3N(C2=CC=C1F)C(=NN3)C)N3CCCC1=C(C=CC=C31)C#CC=3C=NN(C3)C